2-methyl-2,3-dihydro-1H-quinolin-4-one CC1NC2=CC=CC=C2C(C1)=O